CC(C)(C)[S@@](=O)N[C@H](C)C1=C(C=CC=C1)OC(F)(F)F (R)-2-methyl-N-((R)-1-(2-(trifluoromethoxy)phenyl)ethyl)propane-2-sulfinamide